C(C=C)[C@H]1[C@](CNC1)(C(=O)O[C@H](C)C1=CC=CC=C1)N=[N+]=[N-] |&1:3,4| (R)-1-phenylethyl (rac)-trans-4-allyl-3-azidopyrrolidine-3-carboxylate